BrC1=CC2=C(C(NC23CCCCC3)=O)S1 2'-bromospiro[cyclohexane-1,4'-thieno[2,3-c]pyrrol]-6'(5'H)-one